C[C@@H]1NCC[C@H](C1)NC(OCC1=CC=CC=C1)=O benzyl N-[(2S,4R)-2-methyl-4-piperidyl]carbamate